C(C)(C)(C)OC(=O)N1CCC2(CCCN2CC=2C(=NN(C2)C(C)C)C2=CC(=CC=C2)Br)CC1 1-((3-(3-bromophenyl)-1-isopropyl-1H-pyrazol-4-yl)methyl)-1,8-diazaspiro[4.5]Decane-8-carboxylic acid tert-butyl ester